3,6,9,12-Tetraoxatetradecane-1,14-diamine C(COCCOCCOCCOCCN)N